1-(Tert-butyl) 2-ethyl (E)-4-(2-(1,8-naphthyridin-2-yl)vinyl)-1H-pyrrole-1,2-dicarboxylate N1=C(C=CC2=CC=CN=C12)/C=C/C=1C=C(N(C1)C(=O)OC(C)(C)C)C(=O)OCC